ClC1=C(C(=CC(=C1Cl)Cl)OC)C1CCNCC1 4-(2,3,4-trichloro-6-methoxyphenyl)piperidine